CN1C(C2=CC=CC=C2C1(C)C)=O 2,3,3-trimethylisoindolin-1-one